5-(8-bromo-2'-(methylthio)-3,4,5',8'-tetrahydro-2H-spiro[naphthalene-1,7'-pyrano[4,3-d]pyrimidin]-4'-yl)-N,N-dimethyl-5,6,7,8-tetrahydro-4H-pyrazolo[1,5-a][1,4]diazepine-2-carboxamide BrC=1C=CC=C2CCCC3(CC=4N=C(N=C(C4CO3)N3CC=4N(CCC3)N=C(C4)C(=O)N(C)C)SC)C12